[O-2].[Ti+4].[Cl+] Chlorine Titanium Oxide